OCC(C1=CC=C(C=C1)OC(F)(F)F)NC(CCC1=NC2=C(C=NC=C2)N1CC1=CC=C(C=C1)OC(F)(F)F)=O N-[2-Hydroxy-1-(4-trifluoromethoxy-phenyl)-ethyl]-3-[3-(4-trifluoromethoxy-benzyl)-3H-imidazo[4,5-c]pyridin-2-yl]-propionamide